C(CCCCCCC\C=C/CCCCCC)(=O)O[C@@H](COP(O)=O)COC(CCCCCCCCCCCCCCC)=O (2R)-2-[(9Z)-hexadec-9-enoyloxy]-3-(hexadecanoyloxy)propoxyphosphinic acid